3-(3-fluoro-4-(4-diethylaminopiperidin-1-yl)phenyl)-1H-1,2,4-triazole-3,5-diamine FC=1C=C(C=CC1N1CCC(CC1)N(CC)CC)C1(NNC(=N1)N)N